2-(2-iodophenyl)-4,5-dihydrooxazole IC1=C(C=CC=C1)C=1OCCN1